ClC=1N=C2C(=C(C(N(C2=CC1)C)=O)C#N)N1CCN(CC1)CC1=C(C=CC(=C1)F)O 6-chloro-4-{4-[(5-fluoro-2-hydroxyphenyl)methyl]piperazin-1-yl}-1-methyl-2-oxo-1,2-dihydro-1,5-naphthyridine-3-carbonitrile